FC1=CC(=C(C=C1)C1=NN(C[C@H]1C)C(N)=N)O (R)-3-(4-Fluoro-2-hydroxyphenyl)-4-methyl-4,5-dihydro-1H-pyrazole-1-carboximidamide